BrC=1C=NN(C1)[C@H](C)C1=CC(=CC=C1)C(F)(F)F |r| (±)-4-Bromo-1-{1-[m-(trifluoromethyl)phenyl]ethyl}-1H-pyrazole